4-[2-[[(3R)-1-[2-[tert-butyl(dimethyl)silyl]oxyethyl]-3-piperidyl]amino]oxazolo[4,5-b]pyrazin-5-yl]-3-methyl-5-(2-trimethylsilylethoxymethoxy)benzonitrile [Si](C)(C)(C(C)(C)C)OCCN1C[C@@H](CCC1)NC=1OC=2C(=NC(=CN2)C2=C(C=C(C#N)C=C2OCOCC[Si](C)(C)C)C)N1